3-[5-(1-amino-4-methylisoquinolin-3-yl)-1-oxo-2,3-dihydro-1H-isoindol-2-yl]piperidine NC1=NC(=C(C2=CC=CC=C12)C)C=1C=C2CN(C(C2=CC1)=O)C1CNCCC1